Ruthenium-titanium [Ti].[Ru]